(3S*,3aS*,6S*,7R*,7aS*)-7-benzyl-1-isobutyloctahydro-1H-3,6-methanopyrrolo[3,2-c]pyridine-6-carboxamide C(C1=CC=CC=C1)[C@@H]1[C@@H]2[C@@H]3CN[C@]1(C[C@@H]3CN2CC(C)C)C(=O)N |o1:7,8,9,12,14|